C(C)NC(C(C(C(C(C(C(F)(F)F)(F)F)(F)F)(F)F)(F)F)(F)F)=O ethyl-perfluoro-pentylacetamide